CC=1N(C=CN1)C1=CC(=NC=N1)N1CCC(CC1)C(=O)N1OCC[C@H]1C=1N=C(SC1)C [1-[6-(2-methylimidazol-1-yl)pyrimidin-4-yl]-4-piperidyl]-[(3S)-3-(2-methylthiazol-4-yl)isoxazolidin-2-yl]methanone